(4R)-1-[(2S)-2-azido-3-methylbutanoyl]-4-hydroxy-N-{(1R)-2-hydroxy-1-[4-(1H-1,2,4-triazol-1-yl)phenyl]ethyl}-L-prolinamide N(=[N+]=[N-])[C@H](C(=O)N1[C@@H](C[C@H](C1)O)C(=O)N[C@@H](CO)C1=CC=C(C=C1)N1N=CN=C1)C(C)C